methyl (1S,3R,4R)-2-azabicyclo[2.2.1]heptane-3-carboxylate [C@H]12N[C@H]([C@H](CC1)C2)C(=O)OC